N-(4-((3-(oxetan-2-yl)-3-(2-(thiophen-3-yl)ethyl)pyrrolidin-1-yl)methyl)phenyl)acetamide O1C(CC1)C1(CN(CC1)CC1=CC=C(C=C1)NC(C)=O)CCC1=CSC=C1